C(C)C(=C)CCCCCC 2-ethyl-1-octene